Tetrahydro-2H-pyran-4-yl (E)-3-(1-(3,5-bis(trifluoromethyl)benzyl)-1H-pyrrolo[2,3-b]pyridin-3-yl)-2-cyanoacrylate FC(C=1C=C(CN2C=C(C=3C2=NC=CC3)/C=C(/C(=O)OC3CCOCC3)\C#N)C=C(C1)C(F)(F)F)(F)F